6-chloro-4-({3-methyl-4-[(1-methyl-1,3-benzodiazol-5-yl)oxy]phenyl}amino)-1,5-naphthyridine-3-carbonitrile ClC=1N=C2C(=C(C=NC2=CC1)C#N)NC1=CC(=C(C=C1)OC1=CC2=C(N(C=N2)C)C=C1)C